NCC=1C=C2C=C(N(C2=CC1)CCCC(F)F)CN1C(N(C2=C1C=NC=C2)C)=O 3-((5-(aminomethyl)-1-(4,4-difluorobutyl)-1H-indol-2-yl)methyl)-1-methyl-1,3-dihydro-2H-imidazo[4,5-c]pyridin-2-one